(R)-3-(methoxymethyl)morpholine COC[C@H]1NCCOC1